5-((1-(5-(3-(Dimethylamino)pyrrolidin-1-yl)-6-(trifluoromethyl)pyridin-2-yl)-1H-imidazol-4-yl)amino)pyrazine-2-carbonitrile CN(C1CN(CC1)C=1C=CC(=NC1C(F)(F)F)N1C=NC(=C1)NC=1N=CC(=NC1)C#N)C